N-((4R,5S,7R,8R,9S,10R)-8,10-dihydroxy-7-(hydroxymethyl)-9-(4-(3,4,5-Trifluorophenyl)-1H-1,2,3-triazol-1-yl)-1,6-dioxaspiro[4.5]decan-4-yl)-2-methylbenzofuran-3-carboxamide O[C@H]1[C@H](O[C@@]2([C@@H](CCO2)NC(=O)C2=C(OC3=C2C=CC=C3)C)[C@@H]([C@H]1N1N=NC(=C1)C1=CC(=C(C(=C1)F)F)F)O)CO